3,7-dibromonaphthalene-1,5-disulfonic acid dichloride BrC=1C=C(C=2C=C(C=C(C2C1)S(=O)(=O)Cl)Br)S(=O)(=O)Cl